(2-aminobenzo[d]thiazol-6-yl)-3-(3-bromo-4-fluorophenyl)-1-[2-(3-oxomorpholin-4-yl)ethyl]urea NC=1SC2=C(N1)C=CC(=C2)N(C(=O)NC2=CC(=C(C=C2)F)Br)CCN2C(COCC2)=O